tert-butyl (3R)-3-[[8-carbamoyl-6-(4-[[(3R,5S)-3,5-dimethylmorpholin-4-yl]methyl]phenyl)pyrido[3,2-d]pyrimidin-4-yl]amino]-4,4-difluoropiperidine-1-carboxylate C(N)(=O)C1=CC(=NC2=C1N=CN=C2N[C@@H]2CN(CCC2(F)F)C(=O)OC(C)(C)C)C2=CC=C(C=C2)CN2[C@@H](COC[C@@H]2C)C